ClC1=NC(=C2C(=N1)N(N=C2)[C@H]2[C@@H]([C@@H]([C@H](O2)COC(COC)P(O)(O)=O)O)O)NC2CCCC2 (1-(((2R,3S,4R,5R)-5-(6-chloro-4-(cyclopentylamino)-1H-pyrazolo[3,4-d]pyrimidin-1-yl)-3,4-dihydroxytetrahydrofuran-2-yl)methoxy)-2-methoxyethyl)-phosphonic acid